CC1=C2C(=CC=3C4=CC=CC(=C4N(C13)C)O)C=NC=C2 5,6-dimethyl-6H-pyrido[4,3-b]carbazol-7-ol